C(C)(C)(C)OC(=O)N1[C@H](C[C@H](C1)C#N)C1=CC=CC=C1 (2r,4r)-4-cyano-2-phenylpyrrolidine-1-carboxylic acid tert-butyl ester